FC=1C=C2C(NC(=NC2=CC1)CCC(=O)N1[C@@H](CN(CC1)C1=CC=C(C=N1)C#N)C)=O 6-[(3R)-4-[3-(6-fluoro-4-oxo-3H-quinazolin-2-yl)propanoyl]-3-methyl-piperazin-1-yl]Pyridine-3-carbonitrile